heptamethyldiphenyldivinylheptachlorooctasilane C[Si]([Si]([Si]([Si]([Si]([Si]([Si]([Si](Cl)(Cl)Cl)(Cl)Cl)(Cl)Cl)(C=C)C=C)(C1=CC=CC=C1)C1=CC=CC=C1)(C)C)(C)C)(C)C